COC1=CC(=C(C=C1)C(=O)[O-])NC(=O)C2=CC=CC=C2 The molecule is a methoxybenzoate that it is obtained by removal of a proton from the carboxylic acid group of N-benzoyl-4-methoxyanthranilate. It is a methoxybenzoate and an amidobenzoate. It derives from an anthranilate. It is a conjugate base of a N-benzoyl-4-methoxyanthranilic acid.